3-(2-oxo-5-vinyl-benzo[ctZ]indol-1-yl)piperidine-2,6-dione O=C1N(C2=CC(=C3CC2=C1C=C3)C=C)C3C(NC(CC3)=O)=O